C(CCC)(=O)C1=NC=C(C(=N1)C)C1=NC=C2C=C(N=CC2=C1)NC(=O)C1CC1 N-[7-(2-butanoyl-4-methylpyrimidin-5-yl)-2,6-naphthyridin-3-yl]cyclopropanecarboxamide